C1=C2C3=C(NC(C2=CC=C1)=O)C1=C(C3=O)C=C3C(=N1)OCO3 dioxolo[4'',5'':5',6']pyrido[3',2':4,5]cyclopenta[1,2-c]isoquinoline-5,12(6H)-dione